2-[6-[2-(5-cyclopropyl-2-methylpyrazol-3-yl)oxy-4-fluorophenyl]pyridin-3-yl]ethanamine C1(CC1)C=1C=C(N(N1)C)OC1=C(C=CC(=C1)F)C1=CC=C(C=N1)CCN